Methyl 5-bromo-3-methylpyrazine-2-carboxylate BrC=1N=C(C(=NC1)C(=O)OC)C